NC1=C2C(=NC=N1)N(N=C2C2=CC=C(C=C2)OC2=CC=CC=C2)C2CCN(CC2)CC2=C(N=NC=C2)NC2C(NC(CC2)=O)=O 3-((4-((4-(4-amino-3-(4-phenoxyphenyl)-1H-pyrazolo[3,4-d]pyrimidin-1-yl)piperidin-1-yl)methyl)pyridazin-3-yl)amino)piperidine-2,6-dione